BrC=1N=C(C=2N(C1)N=C(N2)C)Cl 6-bromo-8-chloro-2-methyl-[1,2,4]triazolo[1,5-a]pyrazine